COC=1C(=C(C=CC1)C(C)=O)C[2H] 1-(3-methoxy-2-deuteromethylphenyl)ethanone